C=C1CC(C1)OCC1=CC=CC=C1 ((3-methylenecyclobutoxy)methyl)benzene